C[C@H]1CNC2=C(O1)N=CC(=C2C)C=2C(=C(C=1C=NC(=NC1C2)NC2=CC=C1CCN(CC1=C2)C)N)F (S)-7-(3,8-dimethyl-2,3-dihydro-1H-pyrido[2,3-b][1,4]oxazin-7-yl)-6-fluoro-N2-(2-methyl-1,2,3,4-tetrahydroisoquinolin-7-yl)quinazoline-2,5-diamine